BrC1=C(C2=NC3=CC(=CC=C3N=C2C(=C1Cl)Br)Br)O 2,4,8-Tribromo-3-chlorophenazin-1-ol